C([C@@H](O)CC(=O)O)(=O)O.CC1=C(C=CC=C1C)C1=C(C=C2C(=N1)C(=NN2)C=2C=CC(=NC2)N2C[C@H]1N(CC2)C[C@@H](C1)O)OC (7R,8aS)-2-(5-(5-(2,3-dimethylphenyl)-6-methoxy-1H-pyrazolo[4,3-b]pyridin-3-yl)pyridin-2-yl)octahydropyrrolo[1,2-a]pyrazin-7-ol L-malate